6-Isopropoxy-4-(4-morpholinyl)benzofuran-2-carboxylic acid methyl ester COC(=O)C=1OC2=C(C1)C(=CC(=C2)OC(C)C)N2CCOCC2